1-(4,5-dimethylthiazol-2-yl)-2-methylpropan-1-amine CC=1N=C(SC1C)C(C(C)C)N